1-(cyclopropylmethyl)-N-(5-(3-fluorobenzyl)pyridin-2-yl)-6-oxo-1,6-dihydropyridazine-3-carboxamide C1(CC1)CN1N=C(C=CC1=O)C(=O)NC1=NC=C(C=C1)CC1=CC(=CC=C1)F